2,14,20,22-tetraazapentacosane-1,19,23,25-tetracarboxylic acid C(NCCCCCCCCCCCNCCCCC(NCNC(CCC(=O)O)C(=O)O)C(=O)O)C(=O)O